tert-butyl (R)-4-(4-amino-5-cyano-2-methoxyphenoxy)-3,3-difluoropiperidine-1-carboxylate NC1=CC(=C(O[C@H]2C(CN(CC2)C(=O)OC(C)(C)C)(F)F)C=C1C#N)OC